C(#N)C=1C=C(C(=NC1)[C@H](C)NC(CC=1C(NC2=CC=C(C=C2C1C1CC1)C#N)=O)=O)F (S)-N-(1-(5-Cyano-3-fluoropyridin-2-yl)ethyl)-2-(6-cyano-4-cyclopropyl-2-oxo-1,2-dihydroquinolin-3-yl)acetamide